3-(methoxymethyl)-7-nitro-2,3-dihydrobenzo[b][1,4]dioxine-6-carboxylic acid COCC1OC2=C(OC1)C=C(C(=C2)C(=O)O)[N+](=O)[O-]